CN(CC(CO)(C)C)C 3-(dimethylamino)-2,2-dimethylpropanol